FC=1C(=C(C(=CC1COC)C1=CC(=NC=C1)F)CC(=O)OC(C)(C)C)C(C)C tert-butyl 2-(3-fluoro-6-(2-fluoropyridin-4-yl)-2-isopropyl-4-(methoxymethyl)phenyl)acetate